FCC1=NN2C(=NC(=CC2=N1)NC(C)=O)C=1OC=CC1 N-[2-(fluoromethyl)-5-(furan-2-yl)-[1,2,4]triazolo[1,5-c]pyrimidin-7-yl]acetamide